C1(=CC=CC=C1)CCC1NC(N(C1=O)C1CC2(CC(C2)OC2=NC=CC=C2C(=O)N)C1)=O 2-{[(αR)-6-(4-(2-phenylethyl)-2,5-dioxoimidazolidin-1-yl)spiro[3.3]heptan-2-yl]oxy}pyridine-3-carboxamide